BrC=1C=C(C=CC1)C(=C)C=1C(=NC=C(C1I)F)NC(OC(C)(C)C)=O tert-butyl (3-(1-(3-bromophenyl)vinyl)-5-fluoro-4-iodopyridin-2-yl)carbamate